NC1=CC=C(N=N1)OC1=C(C#N)C=CC=C1 2-((6-aminopyridazin-3-yl)oxy)benzonitrile